6,6-dimethyl-2-(1H-1,2,4-triazol-1-yl)-4H-1,3,4-thiadiazin-5(6H)-one CC1(C(NN=C(S1)N1N=CN=C1)=O)C